1-(5-bromo-2-(4-cyclopropylpiperazin-1-yl)phenyl)-N,N-dimethylmethanamine BrC=1C=CC(=C(C1)CN(C)C)N1CCN(CC1)C1CC1